(R)-N-(3-(3,5-dimethylisoxazol-4-yl)-4-(morpholin-3-ylmethoxy)phenyl)cyclopropanecarboxamide CC1=NOC(=C1C=1C=C(C=CC1OC[C@@H]1NCCOC1)NC(=O)C1CC1)C